methyl (1r,4r)-4-(iodomethyl)cyclohexane-1-carboxylate ICC1CCC(CC1)C(=O)OC